C(CCCCC)OC1=C(OCCNC2=NC=NC3=CC=CC=C23)C=CC=C1 N-{2-[2-(Hexyloxy)phenoxy]ethyl}quinazolin-4-amine